CC1C(N(C2CC1C2)C(=O)C=2C=C(C#N)C=CC2N2N=CC=N2)CNC=2SC1=NC=CC=C1N2 cis-3-{4-Methyl-3-[({[1,3]thiazolo[5,4-b]pyridin-2-yl}amino)methyl]-2-azabicyclo[3.1.1]heptan-2-carbonyl}-4-(2H-1,2,3-triazol-2-yl)benzonitril